COC(C(C(C)C1=C(C(=CC=C1F)C)C)N=C(C1=CC=CC=C1)C1=CC=CC=C1)=O ((diphenylmethylene)amino)-3-(6-fluoro-2,3-dimethylphenyl)butanoic acid methyl ester